NN=C(N)N.[N+](=O)([O-])C(C([N+](=O)[O-])([N+](=O)[O-])[N+](=O)[O-])C tetranitropropane monoaminoguanidine salt